CN1C(=NN=N1)SCC2=C(N3[C@@H]([C@@H](C3=O)NC(=O)[C@@H](C4=CC=CC=C4)O)SC2)C(=O)O The molecule is a cephalosporin compound having (R)-mandelamido and N-methylthiotetrazole side-groups. It has a role as an antibacterial drug. It is a cephalosporin and a semisynthetic derivative. It is a conjugate acid of a cefamandole(1-).